C1(CCCC1)N1C(=CC2=C1N=C(N=C2)NC2=CC=C(C=C2)N2CCN(CC2)C2CCNCC2)C(=O)N(C)C 7-cyclopentyl-N,N-dimethyl-2-[4-[4-(4-piperidinyl)piperazin-1-yl]anilino]pyrrolo[2,3-d]pyrimidine-6-carboxamide